COC1=C(CNC2=NC=3C(=CC=CC3C=3N2N=C(N3)CN(S(=O)(=O)C)CC3=CC=C(C=C3)C(F)(F)F)OC)C=CC(=C1)OC N-((5-((2,4-dimethoxybenzyl)amino)-7-methoxy-[1,2,4]triazolo[1,5-c]quinazolin-2-yl)methyl)-N-(4-(trifluoromethyl)benzyl)methanesulfonamide